4-[(4R,10bS)-2-(8-cyano-5-quinolinyl)-4-methyl-3,4,6,10b-tetrahydro-1H-pyrazino[2,1-a]isoindol-8-yl]piperidine-1-carboxylic acid tert-butyl ester C(C)(C)(C)OC(=O)N1CCC(CC1)C=1C=C2CN3[C@@H](C2=CC1)CN(C[C@H]3C)C3=C1C=CC=NC1=C(C=C3)C#N